C(C)(=O)N1C=C(C2=CC=C(C=C12)N)C#N 1-acetyl-6-amino-1H-indole-3-carbonitrile